2-isobutyl-3-methoxypyrazine tert-butyl-N-(7-bromo-2-tetrahydropyran-2-yl-pyrazolo[4,3-c]pyridin-4-yl)-N-tert-butoxycarbonyl-carbamate C(C)(C)(C)OC(N(C(=O)OC(C)(C)C)C1=NC=C(C=2C1=CN(N2)C2OCCCC2)Br)=O.C(C(C)C)C2=NC=CN=C2OC